C(C)C1=CC=C2C=C(C(NC2=C1C(=O)NC1=CSC=C1)=O)C(=O)N 7-ethyl-2-oxo-N8-(thiophen-3-yl)-1,2-dihydroquinoline-3,8-dicarboxamide